BrC=1C=NN(C1)CC(C)=O 1-(4-bromopyrazol-1-yl)propan-2-one